C1(CC1)N1N=CC(=C1)C=1C=C(C=CC1)N(C(=O)[C@@H]1CC[C@H](CC1)C(=O)O)C[C@@H]1CC[C@H](CC1)C1=CC(=C(C=C1)OC)C trans-4-((3-(1-cyclopropyl-1H-pyrazol-4-yl)phenyl)((trans-4-(4-methoxy-3-methylphenyl)cyclohexyl)methyl)carbamoyl)cyclohexanecarboxylic acid